1-[4-[3-bromo-4-[(2,4-dimethoxyphenyl)methylamino]pyrazolo[4,3-c]pyridin-1-yl]-1-piperidyl]-2-methyl-propan-1-one BrC1=NN(C2=C1C(=NC=C2)NCC2=C(C=C(C=C2)OC)OC)C2CCN(CC2)C(C(C)C)=O